COC([C@H]1N(CCC1)C(=O)C=1N(C=CN1)C)(C1=CC=CC=C1)C1=CC=CC=C1 (S)-(2-(methoxydiphenylmethyl)pyrrolidin-1-yl)(1-methyl-1H-imidazol-2-yl)methanone